4-methyl-1H-2(5H)pyrrolone CC1=CC(NC1)=O